5-((4-fluoro-2-methylphenyl)-amino)-2-(tri-fluoromethyl)isonicotinic acid FC1=CC(=C(C=C1)NC1=CN=C(C=C1C(=O)O)C(F)(F)F)C